OC[C@]1(OC2=C(C1)C=C(C(=C2)N2CCOCC2)NC(C2=NC(=CC=C2)C(F)(F)F)=O)C (S)-N-(2-(hydroxymethyl)-2-methyl-6-morpholino-2,3-dihydrobenzofuran-5-yl)-6-(trifluoromethyl)picolinamide